N-(4-chloro-3-{4-[6-(difluoromethoxy)pyridin-3-yl]-6-oxo-1,6-dihydropyrimidin-2-yl}benzyl)isobutyramide ClC1=C(C=C(CNC(C(C)C)=O)C=C1)C=1NC(C=C(N1)C=1C=NC(=CC1)OC(F)F)=O